FC1(CC2(C1)CCN(CC2)C(=O)OC(C)(C)C)CO tert-butyl 2-fluoro-2-(hydroxymethyl)-7-azaspiro[3.5]nonane-7-carboxylate